3-(5-(5-(4,4-difluorocyclohexyl)-1-methyl-1H-pyrazol-3-yl)-1-oxoisoindolin-2-yl)piperidine-2,6-dione FC1(CCC(CC1)C1=CC(=NN1C)C=1C=C2CN(C(C2=CC1)=O)C1C(NC(CC1)=O)=O)F